NC1CCC=2C=3C1=C1C(=NC3C=C(C2C)F)C2=CC3=C(C(N2C1)=O)COC(C3(O)CC)=O 1-amino-9-ethyl-5-fluoro-1,2,3,9,12,15-hexahydro-9-hydroxy-4-methyl-10h,13h-benzo[de]pyrano[3',4':6,7]indolizino[1,2-b]quinoline-10,13-dione